3-(2-ethoxypyridin-3-yl)-6-[(2R)-2-ethyl-4-[6-methoxy-2-(trifluoromethyl)pyridine-3-carbonyl]piperazin-1-yl]-2-fluoro-N-[(3R)-1-methylpyrrolidin-3-yl]benzamide C(C)OC1=NC=CC=C1C=1C(=C(C(=O)N[C@H]2CN(CC2)C)C(=CC1)N1[C@@H](CN(CC1)C(=O)C=1C(=NC(=CC1)OC)C(F)(F)F)CC)F